Cl.Cl.C(CC)=O propan-1-one dihydrochloride